4-(5-(3,4,5-trifluorophenyl)-1H-pyrazol-3-yl)piperidine FC=1C=C(C=C(C1F)F)C1=CC(=NN1)C1CCNCC1